2-ethyl-3-ethyl-pyrrolidine C(C)C1NCCC1CC